2-chloro-5-(trifluoromethyl)isonicotinoyl chloride ClC=1C=C(C(=O)Cl)C(=CN1)C(F)(F)F